4-amino-5-methyl-2-Hydroxypyridine NC1=CC(=NC=C1C)O